[2-(1-Propoxyethoxy)ethyl]benzol C(CC)OC(C)OCCC1=CC=CC=C1